tert-Butyl 3-{4,6-difluoro-1-[(1-phenylazetidin-3-yl)methyl]-1H-indazol-3-yl}azetidine-1-carboxylate FC1=C2C(=NN(C2=CC(=C1)F)CC1CN(C1)C1=CC=CC=C1)C1CN(C1)C(=O)OC(C)(C)C